dimethyl 4-((1-benzyl 1,2,3,6-tetrahydropyridin-4-yl) methoxy)-3-bromophthalate C(C1=CC=CC=C1)N1CCC(=CC1)COC=1C(=C(C(C(=O)OC)=CC1)C(=O)OC)Br